ClC=1N=CC(=NC1)C(=O)OC methyl 5-chloropyrazine-2-carboxylate